CC=1SC2=C(N1)C=C(C(=C2)[N+](=O)[O-])C 2,5-Dimethyl-6-nitrobenzothiazole